The molecule is an organophosphate oxoanion obtained by deprotonation of the diphosphate OH groups of alpha-L-Rhap-(1->3)-alpha-D-GlcpNAc-1-diphospho-trans,octacis-decaprenol; major species at pH 7.3. It is a conjugate base of an alpha-L-Rhap-(1->3)-alpha-D-GlcpNAc-1-diphospho-trans,octacis-decaprenol. C[C@H]1[C@@H]([C@H]([C@H]([C@@H](O1)O[C@@H]2[C@H]([C@H](O[C@@H]([C@H]2O)CO)OP(=O)([O-])OP(=O)([O-])OC/C=C(/C)\\CC/C=C(/C)\\CC/C=C(/C)\\CC/C=C(/C)\\CC/C=C(/C)\\CC/C=C(/C)\\CC/C=C(/C)\\CC/C=C(/C)\\CC/C=C(\\C)/CCC=C(C)C)NC(=O)C)O)O)O